FC(C=1C=CC(=NC1)C1(CC1)C#N)(F)F [5-(trifluoromethyl)-2-pyridinyl]cyclopropanecarbonitrile